FC=1C=C(C=C2C=CN(C(C12)=O)C1CCNC2(CC2)C1)C=1N=CC=2N(C1)C=C(N2)C 8-fluoro-6-(2-methylimidazo[1,2-a]pyrazin-6-yl)-2-(4-azaspiro[2.5]octan-7-yl)isoquinolin-1(2H)-one